ClC1=CC(=C(C=C1C=O)B(O)O)F (4-chloro-2-fluoro-5-formylphenyl)boronic acid